N,N'-bis(3,5-di-t-butylsalicylidene) ethylenediamine tert-butyl (3R,4S)-3-fluoro-4-((R)-3-hydroxy-2-oxopyrrolidin-1-yl)piperidine-1-carboxylate F[C@@H]1CN(CC[C@@H]1N1C([C@@H](CC1)O)=O)C(=O)OC(C)(C)C.C(C)(C)(C)C1=C(C(C=NCCN=CC=2C(O)=C(C=C(C2)C(C)(C)C)C(C)(C)C)=CC(=C1)C(C)(C)C)O